FC=1C=CC(=C2C=NN(C12)C)OC1=CC=C(C=C1)C1=CC(=CC(=N1)C#N)C=C 6-(4-((7-fluoro-1-methyl-1H-indazol-4-yl)oxy)phenyl)-4-vinylpyridinecarbonitrile